COC1=CC=C(C=C1)CCCC1=CC=CC=C1 1-(4-methoxyphenyl)-3-phenylpropan